Diethyl 2-[(1S)-1-[1-Methyl-5-(Trifluoromethyl)Pyrazol-3-Yl]-2-Nitro-Ethyl]Propanedioate CN1N=C(C=C1C(F)(F)F)[C@H](C[N+](=O)[O-])C(C(=O)OCC)C(=O)OCC